1-(2-Amino-2-oxoethyl)-4-(4-(4-((3-(4-(difluoromethoxy)-2,3-difluorophenyl)imidazo[1,2-a]pyrazin-8-yl)amino)-2-ethylbenzoyl)piperazine-1-carbonyl)-1-methylpiperidin-1-ium formate C(=O)[O-].NC(C[N+]1(CCC(CC1)C(=O)N1CCN(CC1)C(C1=C(C=C(C=C1)NC=1C=2N(C=CN1)C(=CN2)C2=C(C(=C(C=C2)OC(F)F)F)F)CC)=O)C)=O